4-(prop-1-en-2-yl)cyclohex-1-ene-1-carbaldehyde C=C(C)C1CC=C(CC1)C=O